naphthalenedisulfonic acid C1=CC=C2C(=C1)C=CC(=C2S(=O)(=O)O)S(=O)(=O)O